O1C(=CC=C1)CC1=C2C(=NC(=NC2=CC(=C1OC)OC)N)N (furan-2-ylmethyl)-6,7-dimethoxyquinazoline-2,4-diamine